2-(1-Azidoethyl)imidazo[1,2-a]pyridine N(=[N+]=[N-])C(C)C=1N=C2N(C=CC=C2)C1